Methyl 5-((furan-2-ylmethyl)amino)benzo[c][2,6]naphthyridine-8-carboxylate O1C(=CC=C1)CNC1=NC2=C(C3=CN=CC=C13)C=CC(=C2)C(=O)OC